OC(C(C(=O)O)(C)C)CCCC(CC(CCCCC(C(=O)O)(C)C)([2H])[2H])([2H])[2H] hydroxy-2,2,14,14-tetramethylpentadecanedioic acid-7,7,9,9-d